3-(5-(hydroxy(3-hydroxyazetidin-3-yl)methyl)-1-oxoisoindolin-2-yl)piperidine OC(C=1C=C2CN(C(C2=CC1)=O)C1CNCCC1)C1(CNC1)O